4-(2-((4-fluorophenyl)amino)pyridin-3-yl)-6-methyl-1,6-dihydro-7H-pyrrolo[2,3-c]pyridin-7-one FC1=CC=C(C=C1)NC1=NC=CC=C1C=1C2=C(C(N(C1)C)=O)NC=C2